N,N-dimethyl-N',N'-dimethyl-isopropylpropylenediamine CN(C(C(C)N(C)C)C(C)C)C